NC1CCN(CC1)C1=C(C(=NC=C1C1=CC(=CC(=C1)C)F)N)C1=NC2=C(N1)C=CC(=C2)F 4-(4-aminopiperidin-1-yl)-3-(5-fluoro-1H-1,3-benzodiazol-2-yl)-5-(3-fluoro-5-methylphenyl)pyridin-2-amine